CC1=CCC(CC1)C(CC1C(CCC1)=O)C 2-[2-(4-methyl-3-cyclohexen-1-yl)propyl]Cyclopentanone